C(C(O)C1=CC=CC=C1)(=O)O.NC1=CC2=CC=CC(=C2C=C1)OC 2-amino-5-methoxynaphthalene mandelate